3-(((7-(1H-pyrazol-4-yl)-2,3-dihydrofuro[3,2-c]pyridin-4-yl)amino)methyl)-N-(3,3-difluorocyclobutyl)benzamide N1N=CC(=C1)C=1C2=C(C(=NC1)NCC=1C=C(C(=O)NC3CC(C3)(F)F)C=CC1)CCO2